N-(2-chloro-3-(3-chloro-2-(3-methoxy-4-((((5-oxopyrrolidin-2-yl)methyl)amino)methyl)phenyl)pyridin-4-yl)phenyl)-5-(((3-fluoropropyl)amino)methyl)picolinamide ClC1=C(C=CC=C1C1=C(C(=NC=C1)C1=CC(=C(C=C1)CNCC1NC(CC1)=O)OC)Cl)NC(C1=NC=C(C=C1)CNCCCF)=O